(methylsiloxy) methacrylate C(C(=C)C)(=O)OO[SiH2]C